3-(3-methyl-4-((4-(methylamino)piperidin-1-yl)methyl)-2-oxo-2,3-dihydro-1H-benzo[d]imidazol-1-yl)piperidine-2,6-dione CN1C(N(C2=C1C(=CC=C2)CN2CCC(CC2)NC)C2C(NC(CC2)=O)=O)=O